2-octyloxirane C(CCCCCCC)C1OC1